CN1N=C(N=C1)/C=C/C(CC(C)=O)=O (E)-6-(1-methyl-1H-1,2,4-triazole-3-yl)hex-5-ene-2,4-dione